C1(CC1)OC1=C(C=CC=C1)C1=NNC2=NC(=CC=C21)NC(=O)[C@H]2[C@H](C2)F (1S,2S)-N-(3-(2-cyclopropoxyphenyl)-1H-pyrazolo[3,4-b]pyridin-6-yl)-2-fluorocyclopropane-1-carboxamide